1-(3-chlorophenyl)-4-(trimethylsilyl)-1H-1,2,3-triazole ClC=1C=C(C=CC1)N1N=NC(=C1)[Si](C)(C)C